C(C)(=O)C=1C(=NC(=C(N1)SC1=C(C(=CC=C1)Cl)Cl)C)N1CCC2(CCC[C@H]2NC(OC(C)(C)C)=O)CC1 (R)-tert-butyl (8-(3-acetyl-5-((2,3-dichlorophenyl)thio)-6-methylpyrazin-2-yl)-8-azaspiro[4.5]decan-1-yl)carbamate